(2r,3s)-dihydro-2-(3',5'-dimethoxy-4'-hydroxyphenyl)-3-hydroxymethyl-7-methoxy-5-acetylbenzofuran COC=1C=C(C=C(C1O)OC)[C@@H]1OC2=C([C@H]1CO)C=C(C=C2OC)C(C)=O